FC(C)(F)C1=CC=C(C=C1)C1=CC=CN2C1=NS(CC2)(=O)=O 9-[4-(1,1-difluoroethyl)phenyl]-3,4-dihydropyrido[2,1-c][1,2,4]thiadiazine 2,2-dioxide